2-(((3-methyl-2-oxooxazolidin-5-yl)methoxy)methyl)-N-(1-propyl-1H-tetrazol-5-yl)-6-(trifluoromethyl)nicotinamide CN1C(OC(C1)COCC1=C(C(=O)NC2=NN=NN2CCC)C=CC(=N1)C(F)(F)F)=O